FC(CC1NC2=CC=C(C=C2NC1=O)C(=O)OC)F methyl 2-(2,2-difluoroethyl)-3-oxo-1,2,3,4-tetrahydroquinoxaline-6-carboxylate